C1(CC1)C1=C(C=C(C(=O)O)C=C1)S(NC1=C(C=C(C(=C1)N1N=NN=C1)F)C1=NC=CC=C1)(=O)=O 4-cyclopropyl-3-(N-(4-fluoro-2-(pyridin-2-yl)-5-(tetrazol-1-yl)phenyl)sulfamoyl)benzoic acid